isopropyl-lauroyl-glycine C(C)(C)N(CC(=O)O)C(CCCCCCCCCCC)=O